tert-butyl (2S,4S)-4-hydroxy-1-{4-[6-methoxy-6-oxohex-1-en-1-yl]-8-oxa-3,5-diazatricyclo[7.4.0.02,7]trideca-1(13),2,4,6,9,11-hexaen-6-yl}pyrrolidine-2-carboxylate O[C@H]1C[C@H](N(C1)C=1N=C(N=C2C3=CC=CC=C3OC12)C=CCCCC(=O)OC)C(=O)OC(C)(C)C